BrC(CC(=O)OC)C methyl 2-bromopropanecarboxylate